(2-(dicyclohexylphosphino)phenyl)-1-isopropyl-1H-pyrazole C1(CCCCC1)P(C1=C(C=CC=C1)C1=NN(C=C1)C(C)C)C1CCCCC1